(7R,7aS)-3,3,7-trimethyltetrahydropyrrolo[1,2-c]oxazol-5(3H)-one CC1(OC[C@H]2N1C(C[C@H]2C)=O)C